6-Cyclopropyl-1,2,3,4-tetrahydroisoquinoline C1(CC1)C=1C=C2CCNCC2=CC1